C(=O)(O)C(N1C(=NC=C1)C(=O)O)C1=CC=CC=C1 1-(carboxyl-(phenyl)methyl)-1H-imidazole-2-carboxylic acid